C[C@@H]1CN(CCO1)C(=O)C=1C=C2C(=NC1)N(N=C2)C2=CC(=CC=C2)C2=NN=CN2 [(2R)-2-methylmorpholin-4-yl]-[1-[3-(4H-1,2,4-triazol-3-yl)phenyl]pyrazolo[3,4-b]pyridin-5-yl]methanone